4-(5-(5-(1-methyl-1H-pyrazol-4-yl)thieno[3,2-b]-pyridin-3-yl)pyridin-2-yl)morpholine CN1N=CC(=C1)C1=CC=C2C(=N1)C(=CS2)C=2C=CC(=NC2)N2CCOCC2